C(C)(C)(C)OC(NC1=C(C(=NC=C1)C(N(C)CC)=O)OC)=O (2-(Ethyl-(methyl)carbamoyl)-3-methoxypyridin-4-yl)carbamic acid tert-butyl ester